C(C)(C)(C)C(C(=O)O)(C)C1=C2C(NC(C2=CC=C1)=O)C1C(NC(CC1)=O)=O Tert-butyl-(3-(2,6-dioxopiperidin-3-yl)-1-oxoisoindolin-4-yl)propionic acid